C(#N)C=1C=C2C=CNC2=CC1 5-cyano-1H-indol